C1(CCCC1)OC1=NC=CC=C1CN (2-(cyclopentyloxy)pyridin-3-yl)methylamine